C(C)C=1C(NC=2N(C1)N=C(C2)CN2CCN(CC2)C=2C(=NC(=CC2)C(CC)=O)C)=O 6-ethyl-2-((4-(2-methyl-6-propionylpyridin-3-yl)piperazin-1-yl)methyl)pyrazolo[1,5-a]pyrimidin-5(4H)-one